2-methyl-1-pentenyl-pyrrolidine CC1N(CCC1)C=CCCC